ClC=1NN=C2C1N(C(C=C2N2[C@H](CN([C@@H](C2)C)[C@@H](C)C=2C=C1N=CC=NC1=CC2)C)=O)C 3-chloro-7-((2S,5R)-2,5-dimethyl-4-((S)-1-(quinoxalin-6-yl)ethyl)piperazin-1-yl)-4-methyl-2,4-dihydro-5H-pyrazolo[4,3-b]pyridin-5-one